NC1=NC2=C(C=3N1N=C(N3)C=3OC=CC3)SC(N2CCN2CCN(CC2)C=2C(=CC(=C(C(=O)N(CC[S@@](=O)C)C)C2)F)F)=O (S)-5-(4-(2-(5-amino-8-(furan-2-yl)-2-oxothiazolo[5,4-e][1,2,4]triazolo[1,5-c]pyrimidin-3(2H)-yl)ethyl)piperazin-1-yl)-2,4-difluoro-N-methyl-N-(2-(methylsulfinyl)ethyl)benzamide